4-hexadecylamino-4-oxobutyramidoacetic acid C(CCCCCCCCCCCCCCC)NC(CCC(=O)NCC(=O)O)=O